ClC1=C(C=NC=2OCC(NC21)=O)I 8-chloro-7-iodo-1H-pyrido[2,3-b][1,4]oxazin-2(3H)-one